methylcyclohexylbis(methoxymethyl)silane C[Si](COC)(COC)C1CCCCC1